(S)-4-((5-chloro-4-(8-fluoro-2-(2-hydroxypropan-2-yl)-3-methyl-3,4-dihydro-5-oxa-1,2a-diazaacenaphthylene-6-yl)pyrimidin-2-yl)amino)-3-fluoro-N-methylbenzenesulfonamide ClC=1C(=NC(=NC1)NC1=C(C=C(C=C1)S(=O)(=O)NC)F)C1=C2OC[C@@H](N3C(=NC(C(=C1)F)=C32)C(C)(C)O)C